(R)-7-(4-bromo-3-(trifluoromethyl)benzoyl)-2-chloro-6-methyl-3-(1-methyl-1H-benzo[d][1,2,3]triazol-5-yl)-5,6,7,8-tetrahydropyrido[3,4-d]pyrimidin-4(3H)-one BrC1=C(C=C(C(=O)N2CC=3N=C(N(C(C3C[C@H]2C)=O)C2=CC3=C(N(N=N3)C)C=C2)Cl)C=C1)C(F)(F)F